1-methyl-3-(4,4,5,5-tetramethyl-1,3,2-dioxaborolan-2-yl)-1H-pyrrolo[2,3-c]pyridine CN1C=C(C=2C1=CN=CC2)B2OC(C(O2)(C)C)(C)C